(3S)-3-(2-(5-(2-(azetidin-1-yl)ethyl)-2-oxo-4-(trifluoromethyl)pyridin-1(2H)-yl)-4-methylpentanamido)-3-(4,4'-difluoro-2',5,6'-trimethyl-[1,1'-biphenyl]-3-yl)propanoic acid N1(CCC1)CCC=1C(=CC(N(C1)C(C(=O)N[C@@H](CC(=O)O)C=1C=C(C=C(C1F)C)C1=C(C=C(C=C1C)F)C)CC(C)C)=O)C(F)(F)F